[Na+].P(=S)([S-])([O-])[O-].C(C1=CC=CC=C1)[C+2]CC1=CC=CC=C1 dibenzyl-carbon dithiophosphate sodium